NC1=NC2=CC=C(C=C2C=C1C)C(=O)N(CC1=NC=C(C=C1)C(F)(F)F)C[C@@H](C(C)C)OC 2-amino-N-((2R)-2-methoxy-3-methylbutyl)-3-methyl-N-((5-(trifluoromethyl)-2-pyridinyl)methyl)-6-quinolinecarboxamide